CN1[C@@H](CC(C1)(C)C)[C@]1(CNCC1)C (2S)-1,4,4-trimethyl-2-[(3R)-3-methylpyrrolidin-3-yl]pyrrolidine